FC(F)C1=C(C(N(C=C1)C1=NC=C(C(=C1)C1=CC=NC=C1OC)C(=O)NC1=NC(=NS1)N1CCOCC1)=O)F (difluoromethyl)-3-fluoro-5''-methoxy-N-(3-morpholino-1,2,4-thiadiazol-5-yl)-2-oxo-2H-[1,2':4',4''-terpyridin]-5'-carboxamide